2,3-dichloro-6,7-difluoroquinoxalin-2-amine ClC1(NC2=CC(=C(C=C2N=C1Cl)F)F)N